lauryl-malamide C(CCCCCCCCCCC)C(C(=O)N)(O)CC(=O)N